ClC=1C(=CC2=CN(N=C2C1)C)\N=C\1/NC(N(C(N1CC1=C(C=C(C(=C1)F)F)F)=O)CC1=CN=NN1C(\C=C\C1=C(C=CC=C1)F)=O)=O (E)-6-((6-chloro-2-methyl-2H-indazol-5-yl)imino)-3-((1-((E)-3-(2-fluorophenyl)acryloyl)-1H-1,2,3-triazol-5-yl)methyl)-1-(2,4,5-trifluorobenzyl)-1,3,5-triazine-2,4-dione